[C@H]12CN(C[C@H](CC1)N2)C2=NC(=NC1=C(C(=CC=C21)C2=CC(=CC1=CC=CC=C21)O)F)OC[C@H]2N(C[C@@H](C2)F)C 4-(4-((1R,5S)-3,8-diazabicyclo[3.2.1]octan-3-yl)-8-fluoro-2-(((2S,4R)-4-fluoro-1-methylpyrrolidin-2-yl)methoxy)quinazolin-7-yl)naphthalen-2-ol